6-chloro-2-(5-(1-fluoro-2-methoxyethyl)-1H-1,2,4-triazol-3-yl)-5-methoxy-1-methyl-1H-pyrrolo[3,2-b]pyridine ClC=1C=C2C(=NC1OC)C=C(N2C)C2=NNC(=N2)C(COC)F